NCCCCCCCNC(CNC1=CC(=C(C(=O)NC=2SC(=CN2)C)C=C1)C)=O 4-((2-((7-aminoheptyl)amino)-2-oxoethyl)amino)-2-methyl-N-(5-methylthiazol-2-yl)benzamide